C(C)(C)(C)OC(=O)N(C1=C(C=C(C=N1)NC(C(=O)O)=O)C)C(=O)OC(C)(C)C 2-((6-(bis(t-butoxycarbonyl)amino)-5-methylpyridin-3-yl)amino)-2-oxoacetic acid